[OH-].[OH-].[OH-].[Al+3] ALUMINIUM TRIHYDROXIDE